FC1=CC=C(C=C1)C1=NOC(=C1COC1=CC=C(N=N1)N1CC(N(CC1)C(=O)OC(C)(C)C)C(=O)OC)C 1-tert-butyl 2-methyl 4-[6-((3-(4-fluorophenyl)-5-methylisoxazol-4-yl)methoxy)pyridazine-3-yl]piperazine-1,2-dicarboxylate